6-(3-chloro-10,11-dihydro-5H-dibenzo[b,f]azepin-5-yl)-2-(tricosan-12-yl)-1H-benzo[de]isoquinoline-1,3(2H)-dione ClC=1C=CC2=C(N(C3=C(CC2)C=CC=C3)C=3C=CC=2C(N(C(C4=CC=CC3C24)=O)C(CCCCCCCCCCC)CCCCCCCCCCC)=O)C1